3-[(2-hydroxyethyl)(propan-2-yl)amino]propan-1-ol OCCN(CCCO)C(C)C